BrC=1C=C2C(=CC(=NC2=NC1)C1=CC2=CN(N=C2C(=C1)F)C)Cl 6-bromo-4-chloro-2-(7-fluoro-2-methylindazol-5-yl)-1,8-naphthyridine